N-(p-Toluyl)-γ-Aminobutyric Acid C1(=CC=C(C=C1)NCCCC(=O)O)C